(S)-3-(3-chloro-2-methylbenzyl)isoxazolidine ClC=1C(=C(C[C@@H]2NOCC2)C=CC1)C